COC1=NC=C(C(=C1)N)B1OC(C(O1)(C)C)(C)C 2-methoxy-5-(4,4,5,5-tetramethyl-1,3,2-dioxaborolan-2-yl)pyridin-4-amine